trithiolpropanic acid S1SSC(=C1)CCC(=O)O